C[C@H]1[C@@H]2[C@@H](C(=O)[C@]3([C@H]([C@]2(C=CC1=O)C)CC[C@@H]\\4[C@@]3(C[C@@H](/C4=C(/CCC=C(C)C)\\C(=O)OC)OC(=O)C)C)C)OC(=O)C The molecule is a methyl ester resulting from the formal condensation of the carboxy group of helvolic acid with methanol. Isolated from the fermentation of endophytic fungus Fusarium sp. in Ficus carica leaves. It has a role as an antifungal agent, a fungal metabolite and an antibacterial agent. It is a 3-oxo-Delta(1) steroid, a methyl ester and an acetate ester. It derives from a helvolic acid.